OC1CC2CC(N(CC2CC1)C(=O)OC)C(=O)OCC 3-ethyl 2-methyl 6-hydroxy-decahydroisoquinoline-2,3-dicarboxylate